(S)-tert-butyl ((6-(3'-bromo-2,2'-dichloro-[1,1'-biphenyl]-3-yl)-4-fluoro-2-methoxypyridin-3-yl)methyl)((5-oxopyrrolidin-2-yl)methyl)carbamate BrC=1C(=C(C=CC1)C1=C(C(=CC=C1)C1=CC(=C(C(=N1)OC)CN(C(OC(C)(C)C)=O)C[C@H]1NC(CC1)=O)F)Cl)Cl